(S)-2'-((6-((tetrahydro-2H-pyran-3-yl)amino)pyrimidin-4-yl)amino)spiro[cyclohexane-1,4'-pyrrolo[3,4-d]thiazol]-6'(5'H)-one O1C[C@H](CCC1)NC1=CC(=NC=N1)NC=1SC2=C(N1)C1(NC2=O)CCCCC1